2-(2-chloro-3-ethoxy-4-ethanesulphonylbenzoyl)-5-methyl-1,3-cyclohexanedione ClC1=C(C(=O)C2C(CC(CC2=O)C)=O)C=CC(=C1OCC)S(=O)(=O)CC